N-[5-[6-(cyclopropylmethoxy)pyridin-3-yl]-4-fluoro-2-[rac-(3R,4R)-3-(dimethylamino)-4-fluoropyrrolidin-1-yl]phenyl]-6-oxo-4-(trifluoromethyl)-1H-pyridine-3-carboxamide C1(CC1)COC1=CC=C(C=N1)C=1C(=CC(=C(C1)NC(=O)C1=CNC(C=C1C(F)(F)F)=O)N1C[C@H]([C@@H](C1)F)N(C)C)F |r|